1-((4-bromopyridin-2-yl)methyl)-4-(5-chloro-2-(1H-tetrazol-1-yl)phenyl)-5-methoxypyridin-2(1H)-one BrC1=CC(=NC=C1)CN1C(C=C(C(=C1)OC)C1=C(C=CC(=C1)Cl)N1N=NN=C1)=O